C1(=CC=CC=C1)N1N=CC2=C1N=C1N(C2=O)CCC1 1-phenyl-7,8-dihydro-1H-pyrazolo[3,4-D]pyrrolo[1,2-a]pyrimidin-4(6H)-one